C([C@H](O)C1=CC=CC=C1)(=O)O.BrC=1C(=NC(=CC1)Br)[C@H](CC1=CC(=CC(=C1)F)F)N (S)-1-(3,6-dibromopyridin-2-yl)-2-(3,5-difluorophenyl)ethan-1-amine (R)-mandelate